tert-butyl 2-cyclopentyl-4-[7-(11-methoxy-11-oxo-undecoxy)quinazolin-4-yl]benzoate C1(CCCC1)C1=C(C(=O)OC(C)(C)C)C=CC(=C1)C1=NC=NC2=CC(=CC=C12)OCCCCCCCCCCC(=O)OC